CC=1C=C(C=C(C1)C)C1=C2CC(C(C2=CC2=C1OCCO2)=O)C(C)C 9-(3,5-Dimethylphenyl)-7-isopropyl-2,3,7,8-tetrahydro-6H-indeno[5,6-b][1,4]dioxin-6-one